4-(2-(4-(3-isopropyl-1,2,4-oxadiazol-5-yl)piperidin-1-yl)thiazolo[5,4-b]pyridin-5-yl)-N-(2-methoxyethyl)benzenesulphonamide C(C)(C)C1=NOC(=N1)C1CCN(CC1)C=1SC2=NC(=CC=C2N1)C1=CC=C(C=C1)S(=O)(=O)NCCOC